(8s)-7-(5H-imidazolo[5,1-a]isoindol-5-yl)-5,6,7,8-tetrahydroquinolin-8-yl 4-nitrobenzoate [N+](=O)([O-])C1=CC=C(C(=O)O[C@H]2C(CCC=3C=CC=NC23)C2N3C(C4=CC=CC=C24)=CN=C3)C=C1